N-(2-Cyclopropylethyl)-4-(thiazol-4-yl)-1H-imidazole-1-carboxamide C1(CC1)CCNC(=O)N1C=NC(=C1)C=1N=CSC1